FC1=C2CN(C(C2=CC(=C1)CNCCOC)=O)C1=CC(=CC(=N1)NC1(CC1)CC#N)C1=CC(=NC=C1C1=NN=CN1C)C(F)(F)F 2-(1-{[6-(4-fluoro-6-{[(2-methoxyethyl)amino]methyl}-1-oxo-3H-isoindol-2-yl)-5'-(4-methyl-1,2,4-triazol-3-yl)-2'-(trifluoromethyl)-[4,4'-bipyridin]-2-yl]amino}cyclopropyl)acetonitrile